C(=O)SCCNC(CCNC([C@@H](C(COP(OP(OC[C@@H]1[C@H]([C@H]([C@@H](O1)N1C=NC=2C(N)=NC=NC12)O)OP(=O)(O)O)(=O)O)(=O)O)(C)C)O)=O)=O formylCoA